2-nitro-1,3-propandiol [N+](=O)([O-])C(CO)CO